(2S,3S,5R)-3-(3,4-difluoro-2-methoxyphenyl)-5-methyl-N-(2-nitropyridin-4-yl)-5-(trifluoromethyl)tetrahydrothiophene-2-carboxamide FC=1C(=C(C=CC1F)[C@H]1[C@H](S[C@](C1)(C(F)(F)F)C)C(=O)NC1=CC(=NC=C1)[N+](=O)[O-])OC